(R)-N-(4-(Morpholin-2-yl)-phenyl)-6-(trifluoromethyl)-nicotinamid N1C[C@H](OCC1)C1=CC=C(C=C1)NC(C1=CN=C(C=C1)C(F)(F)F)=O